N-methyl-N-(6-(5-(3-methylpyridin-2-ylamino)-1,2,4-thiadiazol-3-yl)pyridin-3-yl)acetamide CN(C(C)=O)C=1C=NC(=CC1)C1=NSC(=N1)NC1=NC=CC=C1C